N-(3-Chlorophenyl)-N1-(3-fluorophenyl)-6-morpholin-4-yl-[1,3,5]triazine-2,4-diamine hydrochloride Cl.ClC=1C=C(C=CC1)NC1N(C(=NC(=N1)N)N1CCOCC1)C1=CC(=CC=C1)F